OC(C)(C)C1=CC=C2C3=C(NC2=C1)C(N(C=C3C=3C(=C(C=CC3)N3C(N(C1=CC=CC=C1C3=O)C)=O)C)C)=O 3-(3-(7-(2-hydroxypropan-2-yl)-2-methyl-1-oxo-2,9-dihydro-1H-pyrido[3,4-b]indol-4-yl)-2-methylphenyl)-1-methyl-quinazoline-2,4(1H,3H)-dione